C(C(C)C)NC(C=CCCCCC#CC#C)=O Undeca-2-ene-8,10-diynoic acid isobutyl amide